4-bromo-2-methylthiazole BrC=1N=C(SC1)C